3-((4-(2-Bromoacetamido)-3,5-dimethyl-1H-pyrrol-2-yl)-methylene)-2-oxo-N-(1-phenylethyl)indoline-5-carboxamide tert-butyl-(2,2-dimethylbut-3-yn-1-yl)carbamate C(C)(C)(C)N(C(O)=O)CC(C#C)(C)C.BrCC(=O)NC=1C(=C(NC1C)C=C1C(NC2=CC=C(C=C12)C(=O)NC(C)C1=CC=CC=C1)=O)C